N1=CC(=CC2=CC=CC=C12)C=O quinoline-3-aldehyde